2-[(2R,4S)-2-(1-cyclopropylpyrazol-4-yl)tetrahydropyran-4-yl]-6,7-dimethyl-4-methylsulfonyl-pteridine C1(CC1)N1N=CC(=C1)[C@@H]1OCC[C@@H](C1)C1=NC2=NC(=C(N=C2C(=N1)S(=O)(=O)C)C)C